2-amino-5-(4-(2-hydroxy-2-(o-tolyl)acetamido)-2-methyl-phenyl)-N-isopropylnicotinamide NC1=C(C(=O)NC(C)C)C=C(C=N1)C1=C(C=C(C=C1)NC(C(C1=C(C=CC=C1)C)O)=O)C